9,9-bis[4-(2-methacryloyloxyethoxy)phenyl]fluorene C(C(=C)C)(=O)OCCOC1=CC=C(C=C1)C1(C2=CC=CC=C2C=2C=CC=CC12)C1=CC=C(C=C1)OCCOC(C(=C)C)=O